C1N(CCC2=CC=CC=C12)C[C@H](CN1C(C2=CC=C(C=C2CC1)C=1CCN(CC1)C(=O)[O-])=O)O 4-[2-[(2R)-3-(3,4-dihydro-1H-isoquinolin-2-yl)-2-hydroxy-propyl]-1-oxo-3,4-dihydroisoquinolin-6-yl]-3,6-dihydro-2H-pyridine-1-carboxylate